CN(C(OC(C)(C)C)=O)C[C@@H]1[C@H](C1)C#C |o1:10,11| rel-tert-butyl N-methyl-N-[[(1S,2S)-2-ethynylcyclopropyl]methyl]carbamate